5,6-dimethoxypyridine-3-carbaldehyde COC=1C=C(C=NC1OC)C=O